[F].[N-]=C=O isocyanate fluorine